1-benzyl-3-(2-(1-methoxynaphthalen-2-yl)-2-oxoethyl)-1H-imidazol-3-ium bromide [Br-].C(C1=CC=CC=C1)N1C=[N+](C=C1)CC(=O)C1=C(C2=CC=CC=C2C=C1)OC